12-(2-Hydroxypropan-2-yl)-9-methyl-5-propyl-8-oxatricyclo[7.3.1.02,7]trideca-2,4,6-trien-3-ol OC(C)(C)C1CCC2(OC3=CC(=CC(=C3C1C2)O)CCC)C